C(#N)C1=C(C=CC(=C1)C(F)(F)F)N1CCC2(NC(N(C3=CC(=CC=C23)C=2C(=NC=CC2)OCC)CCNC(OC(C)(C)C)=O)=O)CC1 tert-butyl (2-(1-(2-cyano-4-(trifluoromethyl)phenyl)-7'-(2-ethoxypyridin-3-yl)-2'-oxo-2',3'-dihydro-1'H-spiro[piperidine-4,4'-quinazolin]-1'-yl)ethyl)carbamate